C(C#CC)(=O)NC1CC(C1)N1[C@@H](C(N(C=2C=NC(=NC12)NC1=C(C=C(C(=O)NCC)C=C1)OC)C)=O)CC (R)-4-((8-(3-(2-butynamido)cyclobutyl)-7-ethyl-5-methyl-6-oxo-5,6,7,8-tetrahydropteridin-2-yl)amino)-N-ethyl-3-methoxybenzamide